C1OCC12CC(C2)NC(=O)[C@@H]2CC21CCN(CC1)C(=O)OC(C(F)(F)F)C(F)(F)F |o1:10| 1,1,1,3,3,3-hexafluoro-propan-2-yl (R or S)-1-((2-oxa-spiro[3.3]heptan-6-yl)carbamoyl)-6-aza-spiro[2.5]octane-6-carboxylate